C(C1=CC=CC=C1)OC=1C=C(C2=C(C(=C(O2)C)C(=O)NC2C(CN(C2)C(=O)OC(C)(C)C)(F)F)C1)Cl tert-butyl 4-(5-(benzyloxy)-7-chloro-2-methylbenzofuran-3-carboxamido)-3,3-difluoropyrrolidine-1-carboxylate